BrCCCC1CS1 1-bromo-4,5-epithiopentane